CS(=O)(=O)OC1C[C@H]2CC[C@@H](C1)N2C(=O)O (1R,3r,5S)-3-((methylsulfonyl)oxy)-8-azabicyclo[3.2.1]octane-8-carboxylic acid